copper-arsenic-copper [Cu].[As].[Cu]